tridecyl-trimethyl-ammonium iodide [I-].C(CCCCCCCCCCCC)[N+](C)(C)C